nonadecanoyl eicosanoate C(CCCCCCCCCCCCCCCCCCC)(=O)OC(CCCCCCCCCCCCCCCCCC)=O